5-[2-ethoxy-6-(trifluoromethyl)pyridin-4-yl]-N7-{[1-(methoxymethyl)cyclopentyl]methyl}-N7-methyl-1H-imidazo[4,5-b]pyridine-2,7-diamine C(C)OC1=NC(=CC(=C1)C1=CC(=C2C(=N1)N=C(N2)N)N(C)CC2(CCCC2)COC)C(F)(F)F